2-amino-5-(4-((1S,5R)-3-(4,4-difluorocyclohexyl)-3-azabicyclo[3.1.0]Hex-1-yl)phenyl)-N-((1r,4S)-4-hydroxycyclohexyl)nicotinamide NC1=C(C(=O)NC2CCC(CC2)O)C=C(C=N1)C1=CC=C(C=C1)[C@]12CN(C[C@@H]2C1)C1CCC(CC1)(F)F